tert-Butyl 4-(3-amino-6-fluorochroman-7-yl)piperazine-1-carboxylate NC1COC2=CC(=C(C=C2C1)F)N1CCN(CC1)C(=O)OC(C)(C)C